(((1S,2R)-2-(ALLYLTHIO)CYCLOBUTYL)METHOXY)(TERT-BUTYL)DIPHENYLSILANE C(C=C)S[C@H]1[C@@H](CC1)CO[Si](C1=CC=CC=C1)(C1=CC=CC=C1)C(C)(C)C